N-(4-(2-2H-1,2,3-triazolyl)butyl)-3-(3-ethyl-5-(6-methoxy-3-pyridinyl)-1-1H-1,2,4-triazolyl)benzamide tert-butyl-N-(5-((tert-butyl(dimethyl)silyl)oxymethyl)-3-pyridyl)carbamate C(C)(C)(C)OC(NC=1C=NC=C(C1)CO[Si](C)(C)C(C)(C)C)=O.N=1N(N=CC1)CCCCNC(C1=CC(=CC=C1)N1N=C(N=C1C=1C=NC(=CC1)OC)CC)=O